4-(4-(aminomethyl)-3-chlorophenyl)-N-(1-methyl-1H-pyrazol-4-yl)pyrimidin-2-amine NCC1=C(C=C(C=C1)C1=NC(=NC=C1)NC=1C=NN(C1)C)Cl